FC1=CC=C(OC2=C(C#N)C=CC=N2)C=C1 2-(4-fluorophenoxy)nicotinonitrile